CS(=O)(=O)C1=C(C=CC=C1)NC(=O)C1=NOC(=C1)C N-(2-methanesulfonylphenyl)-5-methyl-1,2-oxazole-3-carboxamide